C(CCCCCCCCCCCCC)OC=1C=C(CO)C=C(C1OCCCCCCCCCCCCCC)OCCCCCCCCCCCCCC 3,4,5-tris(tetradecyloxy)benzyl alcohol